5-Fluoro-1-(6-fluoro-3-(4-(furan-2-carbonyl)piperazine-1-carbonyl)benzyl)quinazoline-2,4(1H,3H)-dione FC1=C2C(NC(N(C2=CC=C1)CC1=CC(=CC=C1F)C(=O)N1CCN(CC1)C(=O)C=1OC=CC1)=O)=O